C1N(CCC2=CC=CC=C12)CC(CN1C(C2=CC=C(C=C2CC1)C(=O)O)=O)O 2-(3-(3,4-dihydroisoquinoline-2(1H)-yl)-2-hydroxypropyl)-1-oxo-1,2,3,4-tetrahydroisoquinoline-6-carboxylic acid